Ethyl octane-6-carboxylate CCCCCC(CC)C(=O)OCC